C(C)OC(C1=CC=C(C=C1)[C@H](C1=CC=CC=C1)N1CC(C1)N(S(=O)(=O)C)C1=CC(=CC(=C1)F)F)=O Ethyl-(S)-4-((3-(N-(3,5-Difluorophenyl)Methylsulfonamido)Azetidin-1-Yl)(Phenyl)Methyl)Benzoate